[Na+].S1C(=CC=C1)N[C@@H](CC(C)C)C(=O)[O-] thienyl-leucine sodium salt